NCCS(=O)(=O)O.CCCCCCCCCCCCCCCCCCC(=O)[Na] Methyl-stearoyl-sodium taurate